C1(=CC=CC=C1)NC Phenyl-methylAmine